1-(4-((5-chloro-4-(1-(4-fluorobenzoyl)-1,2,5,6-tetrahydropyridin-3-yl)pyrimidin-2-yl)amino)piperidin-1-yl)ethan-1-one ClC=1C(=NC(=NC1)NC1CCN(CC1)C(C)=O)C=1CN(CCC1)C(C1=CC=C(C=C1)F)=O